C1(CC1)C1=CC(=NN1)NC(CC=1C=NN(C1)C1=NC=CC(=C1)N(C)C)=O N-(5-cyclopropyl-1H-pyrazol-3-yl)-2-(1-(4-(dimethylamino)pyridin-2-yl)-1H-pyrazol-4-yl)acetamide